((3aR,6aS)-5-(4,6-dimethylpyrimidin-2-yl)hexahydropyrrolo[3,4-c]pyrrol-2(1H)-yl)(2-(thiazol-2-yl)indol-1-yl)methanone CC1=NC(=NC(=C1)C)N1C[C@@H]2[C@H](C1)CN(C2)C(=O)N2C(=CC1=CC=CC=C21)C=2SC=CN2